O1C(CC(CC12CCCCC2)=O)=O 1-oxaspiro-[5.5]-undecan-2,4-dione